6-(5-chloro-2-fluorophenyl)-N-[(2,4-dimethoxyphenyl)methyl]-3-(3-methanesulfonylpropoxy)pyridazin-4-amine ClC=1C=CC(=C(C1)C1=CC(=C(N=N1)OCCCS(=O)(=O)C)NCC1=C(C=C(C=C1)OC)OC)F